2-(4-cyano-2,5-difluorophenyl)acetic acid C(#N)C1=CC(=C(C=C1F)CC(=O)O)F